BrC=1C(N(C2=CC(=C(C=C2C1)OC)C)CC1=CC=C(C=C1)OC)=O bromo-6-methoxy-1-(4-methoxybenzyl)-7-methylquinolin-2(1H)-one